3-hydroxy-N-((1R)-1-(4-methoxyphenyl)-2-oxo-2-((4-(trimethylsilyl)phenyl)amino)ethyl)azetidine-1-carboxamide OC1CN(C1)C(=O)N[C@@H](C(NC1=CC=C(C=C1)[Si](C)(C)C)=O)C1=CC=C(C=C1)OC